ClC1=NC2=CC=CC=C2N=C1C1=C(C(=C(C(=C1[2H])[2H])[2H])[2H])[2H] 2-chloro-3-(phenyl-d5)quinoxaline